(R)-6-chloro-3-((1-(3,6-dimethyl-2-(4-(5-methyloxazol-2-yl)piperidin-1-yl)-4-oxo-3,4-dihydroquinazolin-8-yl)ethyl)amino)-N-(methylsulfonyl)picolinamide ClC1=CC=C(C(=N1)C(=O)NS(=O)(=O)C)N[C@H](C)C=1C=C(C=C2C(N(C(=NC12)N1CCC(CC1)C=1OC(=CN1)C)C)=O)C